4-bromo-2-chloro-5-fluorobenzyl acetate C(C)(=O)OCC1=C(C=C(C(=C1)F)Br)Cl